methyl 2-(2-(((tert-butoxycarbonyl)amino)methyl)-5-fluorophenyl)acetate C(C)(C)(C)OC(=O)NCC1=C(C=C(C=C1)F)CC(=O)OC